O1C(CCCC1)N1N=CC(=C1)C1=CC=C(C2=C1N=CS2)C2=CC=C(N=N2)NC2CCN(CC2)C(=O)OC(C)(C)C tert-butyl 4-[(6-{4-[1-(oxan-2-yl)pyrazol-4-yl]-1,3-benzothiazol-7-yl}pyridazin-3-yl) amino]piperidine-1-carboxylate